3-[(3E,7E,11E)-13-chloro-3,7,11-trimethyltrideca-3,7,11-trien-1-yl]-2,2-dimethyloxirane ClC/C=C(/CC/C=C(/CC/C=C(/CCC1C(O1)(C)C)\C)\C)\C